C(C)OC(=O)C1C(C2=CC(=CC(=C2C1)F)N)O[Si](C)(C)C(C)(C)C 6-amino-1-[tert-butyl-(dimethyl)silyl]oxy-4-fluoro-indan-2-carboxylic acid ethyl ester